ClC1=C(C=C(C=C1)N1N=C2C=NC(=CC2=C1)N1CCN(CC1)S(=O)(=O)C)O 2-Chloro-5-(5-(4-(methylsulfonyl)piperazin-1-yl)-2H-pyrazolo[3,4-c]pyridine-2-yl)phenol